C(C)(C)(C)NC(CN(C)C=1C2=C(N=C(N1)C=1SC(=CN1)CCO)CCC2)=O N-tert-butyl-2-({2-[5-(2-hydroxyethyl)-1,3-thiazol-2-yl]-5H,6H,7H-cyclopenta[d]pyrimidin-4-yl}(methyl)amino)acetamide